Diphenylbismuth C1(=CC=CC=C1)[Bi]C1=CC=CC=C1